CC=1C=C2C(C=C(OC2=C(C1)C(C)NC1=C(C(=O)O)C=CC=C1)C1=CC=C2C(=N1)NC=C2)=O 2-[1-[6-Methyl-4-oxo-2-(1H-pyrrolo[2,3-b]pyridin-6-yl)chromen-8-yl]ethylamino]benzoic acid